FC=1C=C2CC(CC2=CC1F)NC1=NC=C(C=N1)C1=NN=C(O1)N1CC(C1)C(=O)NN 1-(5-(2-((5,6-difluoro-2,3-dihydro-1H-inden-2-yl)amino)pyrimidin-5-yl)-1,3,4-oxadiazol-2-yl)azetidine-3-carbohydrazide